C(C)OC(=O)C1CCC=2C1=NNC(C2C(F)(F)F)=O 3-Oxo-4-(trifluoromethyl)-2,5,6,7-tetrahydrocyclopenta[c]pyridazine-7-carboxylic acid ethyl ester